4-(6-(2,5-dioxo-2,5-dihydro-1H-pyrrol-1-yl)hexanoylamino)-5-oxopentanoic acid O=C1N(C(C=C1)=O)CCCCCC(=O)NC(CCC(=O)O)C=O